5-(3-Chlorophenyl)-6-(2,2,2-trifluoroethoxy)pyridin ClC=1C=C(C=CC1)C=1C=CC=NC1OCC(F)(F)F